C[C@@H]1O[C@@H](CN(C1)C1=CC=CC(=N1)C1=NC2=CC(=NC=C2C=C1)C(CCCCN1C(C2=CC=CC=C2C1=O)=O)NC(C1=CC(=C(C=C1)C)S(=O)(=O)C)=O)C N-(1-(2-(6-((cis)-2,6-dimethylmorpholino)pyridin-2-yl)-1,6-naphthyridin-7-yl)-5-(1,3-dioxoisoindolin-2-yl)pentyl)-4-methyl-3-(methylsulfonyl)benzamide